2-(4'-(tert-butoxy)-[1,1'-biphenyl]-4-yl)-6-fluoroquinoline-4-carboxylic acid C(C)(C)(C)OC1=CC=C(C=C1)C1=CC=C(C=C1)C1=NC2=CC=C(C=C2C(=C1)C(=O)O)F